3-(3-benzyloxypropoxy)propyl 4-methylbenzenesulfonate CC1=CC=C(C=C1)S(=O)(=O)OCCCOCCCOCC1=CC=CC=C1